7-hydroxy-2-oxo-6-(2-methoxyphenyl)-2H-benzopyran-3-carboxylic acid OC1=CC2=C(C=C(C(O2)=O)C(=O)O)C=C1C1=C(C=CC=C1)OC